C(C)C1=C(C=CC(=C1)N1CCN(CC1)C)NC1=NC=C(C(=N1)NCCCN(C(=O)C1CCOCC1)C)C(F)(F)F N-(3-((2-((2-ethyl-4-(4-methylpiperazin-1-yl)phenyl)amino)-5-(trifluoromethyl)pyrimidin-4-yl)amino)propyl)-N-methyltetrahydro-2H-pyran-4-carboxamide